C1=NC=C(C2=CC=CC=C12)N1C(N(C2=CC=C(C=C2C1=O)C(F)(F)F)C/C=C/C(=O)OC)=O methyl (E)-4-(3-(isoquinolin-4-yl)-2,4-dioxo-6-(trifluoromethyl)-3,4-dihydroquinazolin-1(2H)-yl)but-2-enoate